7,7'-decylidenedi-1,5,7-triazabicyclo[4.4.0]dec-5-ene C(CCCCCCCCC)(N1C2=NCCCN2CCC1)N1C2=NCCCN2CCC1